C(C1=CC=CC=C1)OC=1C2=C(C=3N(C1C(=O)NCC(=O)OC)N=CN3)OC=C2 methyl (6-(benzyloxy)furo[2,3-c][1,2,4]triazolo[1,5-a]pyridine-5-carbonyl)glycinate